P(=O)(OC)(OCC#CCC=C)[O-] (methyl) (2-propenyl)(2-propynyl) phosphate